N-[1-(5-cyano-3-fluoropyridin-2-yl)ethyl]-2-methylpropane-2-sulfinamide C(#N)C=1C=C(C(=NC1)C(C)NS(=O)C(C)(C)C)F